4-(3-(2-((tert-butyldimethylsilyl)oxy)ethyl)-5-chloro-3H-imidazo[4,5-b]pyridin-7-yl)morpholine [Si](C)(C)(C(C)(C)C)OCCN1C=NC=2C1=NC(=CC2N2CCOCC2)Cl